4-(bromomethyl)-3-methoxybenzonitrile BrCC1=C(C=C(C#N)C=C1)OC